5-Hydroxy-8-(4-methoxyphenyl)-2-((2-methoxyphenyl)amino)pyrido[2,3-d]pyrimidin-7(8H)-one OC1=CC(N(C=2N=C(N=CC21)NC2=C(C=CC=C2)OC)C2=CC=C(C=C2)OC)=O